(+)-pinane-2,3-diol hydrochloride Cl.C12C(C(CC(C1(C)C)C2)O)(C)O